COCC1(CC1)NC(=O)C1=C(OC=2N=CN=C(C21)NC2(CC2)C)C N-[1-(methoxymethyl)cyclopropyl]-6-methyl-4-[(1-methylcyclopropyl)amino]furo[2,3-d]pyrimidine-5-carboxamide